C1(CCCC1)N1C[C@H](N(S(C2=C1C=C(C(=C2)O)C(F)(F)F)(=O)=O)C)CCC(C)(F)F (R)-5-cyclopentyl-3-(3,3-difluorobutyl)-8-hydroxy-2-methyl-7-(trifluoromethyl)-2,3,4,5-tetrahydrobenzo[f][1,2,5]thiadiazepine 1,1-dioxide